C(C)N1CCN(CCC1)C(CCC)C1=NC2=CC=C(C=C2C(N1CC(C)C)=O)F 2-(1-(4-ethyl-1,4-diazepan-1-yl)butyl)-6-fluoro-3-isobutylquinazolin-4(3H)-one